tetramethyl-10,15-dioxo-11,14-dioxa-2,9-diaza-heptadeca-16-enoic acid CC(C(N(C(=O)O)C)(C)C)CCCCNC(OCCOC(C=C)=O)=O